C(C)S(=O)[O-].[Na+].ClC1=C2C(=NC=C1)N(C=C2)CC=2N=NN(C2)C2=C(C(=O)NCC1=CC=C(C=C1)C#N)C=CC=C2 (4-((4-chloro-1H-pyrrolo[2,3-b]pyridin-1-yl)methyl)-1H-1,2,3-triazol-1-yl)-N-(4-cyanobenzyl)benzamide sodium ethanesulfinate